FC1CCN(CC1)C1=CC=C(C=C1)B1OC(C(O1)(C)C)(C)C 4-fluoro-1-(4-(4,4,5,5-tetramethyl-1,3,2-dioxaborolan-2-yl)phenyl)piperidine